C(CCC)OC(C(CO)(C)C)=O 3-hydroxy-2,2-dimethylpropionic acid butyl ester